2-((1-(2-methoxyethyl)-6-nitro-2-oxo-1,2-dihydro-1,8-naphthyridin-3-yl)oxy)-N-methylacetamide COCCN1C(C(=CC2=CC(=CN=C12)[N+](=O)[O-])OCC(=O)NC)=O